2-[[4-(1-methylpyrazol-3-yl)phenyl]methylamino]-5-propyl-4H-[1,2,4]triazolo[1,5-a]pyrimidin-7-one CN1N=C(C=C1)C1=CC=C(C=C1)CNC1=NN2C(NC(=CC2=O)CCC)=N1